FC1=CC=CC=2OCCOCC3CN(CCN3C3=NC=C(C4=NNC5=CN=C(C12)C=C45)S3)C 21-fluoro-9-methyl-13,16-dioxa-31-thia-4,6,9,24,27,28-hexaazahexacyclo[21.5.2.12,5.06,11.017,22.026,29]hentriaconta-1(28),2,4,17(22),18,20,23,25,29-nonaene